N-((1R,2R)-1-(3-chloro-4-cyclopropoxyphenyl)-3-((R)-3-fluoropyrrolidin-1-yl)-1-hydroxypropan-2-yl)-2-(2,3-dihydro-1H-inden-2-yl)acetamide ClC=1C=C(C=CC1OC1CC1)[C@H]([C@@H](CN1C[C@@H](CC1)F)NC(CC1CC2=CC=CC=C2C1)=O)O